NC1=C(N=C(C(=N1)N1CCC2(CC1)[C@@H](C1=CC=CC=C1C2)N)F)SC2=C(C(=NC=C2)N)Cl (S)-1'-(6-amino-5-((2-amino-3-chloropyridin-4-yl)thio)-3-fluoropyrazin-2-yl)-1,3-dihydro-spiro[indene-2,4'-piperidine]-1-amine